5-[6-Cyclopentyl-3-(1H-imidazol-5-yl)imidazo[1,2-a]pyrimidin-2-yl]-3-(trifluoromethyl)-1H-1,2,4-triazole, trifluoroacetate salt FC(C(=O)O)(F)F.C1(CCCC1)C=1C=NC=2N(C1)C(=C(N2)C2=NC(=NN2)C(F)(F)F)C2=CN=CN2